6-(T-Butoxy)-6-oxohexanoic acid C(C)(C)(C)OC(CCCCC(=O)O)=O